CO\N=C/1\C2=C(NC=N1)N(C=C2F)[C@@H]2O[C@@H]([C@H]([C@H]2O)O)C(C)(O)C2=CC(=C(C=C2)Cl)Cl (Z)-7-((2R,3R,4S,5S)-5-((l)-1-(3,4-dichlorophenyl)-1-hydroxyethyl)-3,4-dihydroxytetrahydrofuran-2-yl)-5-fluoro-1,7-dihydro-4H-pyrrolo[2,3-d]pyrimidin-4-one O-methyl oxime